Cl.CN1C(C2(C3=C1C=NC=1C=CC(=CC31)C=3C=C(C(=NC3)N3CCC(CC3)N3CCOCC3)NS(=O)(=O)C)CCC2)=O N-(5-(3'-Methyl-2'-oxo-2',3'-dihydrospiro[cyclobutane-1,1'-pyrrolo[2,3-c]quinolin]-8'-yl)-2-(4-morpholinopiperidin-1-yl)Pyridin-3-yl)methanesulfonamide hydrochloride